(cis)-4-(4-((4-amino-4-methoxyphenyl)amino)piperidin-1-yl)adamantan-1-ol NC1(CC=C(C=C1)NC1CCN(CC1)C1C2CC3(CC(CC1C3)C2)O)OC